(3S,4S)-3-fluoro-1-(4-((5-isopropyl-8-((2R,3S)-2-methyl-3-((Methylsulfonyl)methyl)azetidin-1-yl)isoquinolin-3-yl)amino)-1,3,5-triazin-2-yl)-3-methylpiperidine F[C@@]1(CN(CCC1)C1=NC=NC(=N1)NC=1N=CC2=C(C=CC(=C2C1)C(C)C)N1[C@@H]([C@H](C1)CS(=O)(=O)C)C)C